4-[[(2S,3S,4S,5S)-3-(3,4-Difluoro-2-vinyl-phenyl)-4,5-dimethyl-5-(trifluoromethyl)tetrahydrofuran-2-carbonyl]amino]pyridin-2-carboxamid FC=1C(=C(C=CC1F)[C@H]1[C@H](O[C@@]([C@H]1C)(C(F)(F)F)C)C(=O)NC1=CC(=NC=C1)C(=O)N)C=C